NC1=C(C=C(C=N1)C1=NN=C(O1)N1CC(NCC1)=O)Br 4-(5-(6-amino-5-bromopyridin-3-yl)-1,3,4-oxadiazol-2-yl)piperazin-2-one